(5-fluoro-2-methoxyphenyl)-1H-1,2,4-triazole FC=1C=CC(=C(C1)N1N=CN=C1)OC